2-(o-phenoxyphenyl)ethyl acrylate C(C=C)(=O)OCCC1=C(C=CC=C1)OC1=CC=CC=C1